ClC1=CC(=NC=N1)N1CCC(CC1)NC(C1=CC=C(C=C1)C1=NC=CC2=C1C=CO2)=O N-[1-(6-chloropyrimidin-4-yl)piperidin-4-yl]-4-(furo[3,2-c]pyridin-4-yl)benzamide